N1N=CC2=C(C=CC=C12)C=1C=CC=2N(C3=CC=C(C=C3SC2C1)C1=C2C(=NC=C1)N(N=C2)COCC[Si](C)(C)C)CCN2CCOCC2 4-(2-(3-(1H-indazol-4-yl)-7-(1-((2-(trimethylsilyl)ethoxy)methyl)-1H-pyrazolo[3,4-b]pyridin-4-yl)-10H-phenothiazin-10-yl)ethyl)morpholine